NC1(CN(CC1CCCB(O)O)CC1NCCCC1)C(=O)O 3-amino-4-(3-boronopropyl)-1-(piperidin-2-ylmethyl)pyrrolidine-3-carboxylic acid